COC(C1=C(C(=CC(=C1)O[C@H]1COCC1)C=1SC(=CN1)Cl)F)=O (R)-3-(5-chlorothiazol-2-yl)-2-fluoro-5-((tetrahydrofuran-3-yl)oxy)benzoic acid methyl ester